FC1=C(C=CC(=C1)F)N1N=CC(=C1)C(C)O 1-(1-(2,4-difluorophenyl)-1H-pyrazol-4-yl)ethan-1-ol